7-(2-(N-methyl-1H-1,2,4-triazole-1-carboxamido)ethyl)-2-(4-phenoxyphenyl)-4,5,6,7-tetrahydropyrazolo[1,5-a]pyrimidine-3-carboxamide CN(C(=O)N1N=CN=C1)CCC1CCNC=2N1N=C(C2C(=O)N)C2=CC=C(C=C2)OC2=CC=CC=C2